(R)-4-(7-chloroimidazo[1,2-a]pyridin-3-yl)-7-((5-(6-hydroxy-1,4-oxazepan-4-yl)pyridin-2-yl)amino)isoindolin-1-one ClC1=CC=2N(C=C1)C(=CN2)C2=C1CNC(C1=C(C=C2)NC2=NC=C(C=C2)N2CCOC[C@@H](C2)O)=O